1-methoxy-4-(4,4,5,5,6,6,7,7,7-nonafluoro-2-iodoheptyl)benzene COC1=CC=C(C=C1)CC(CC(C(C(C(F)(F)F)(F)F)(F)F)(F)F)I